C(C1CO1)OC(CC[Si](OC)(OC)C)CCCCC 3-glycidoxyoctylmethyldimethoxysilane